CN(C(OC(C)(C)C)=O)CC1=CC=C(C=C1)C=1SC=C(N1)C(C1=CC(=C(C(=C1)OC)OC)OC)=O tert-Butyl methyl(4-(4-(3,4,5-trimethoxybenzoyl)thiazol-2-yl)benzyl)carbamate